N(=NC(C#N)CCC(C)C)C(C#N)CCC(C)C azobis(isoheptanonitrile)